S[C@H]1[C@@H](COCC1)O |r| Racemic-trans-4-sulfanyloxan-3-ol